D-methionine amide N[C@H](CCSC)C(=O)N